N[C@H](C(=O)N1[C@@H]([C@H]2[C@H]3[C@@H](C[C@@H]([C@H]2C1)C3)F)C(=O)O)C(C)(C)C (1S,2r,3S,6r,7S,9r)-4-[(2S)-2-amino-3,3-dimethylbutyryl]-9-fluoro-4-azatricyclo[5.2.1.0{2,6}]decane-3-carboxylic acid